CC1=C(C=CC(=C1)N1CCCC1)NC(CC=1SC(=CC1)Cl)=O N-(2-methyl-4-(pyrrolidin-1-yl)-phenyl)-2-(5-chloro-thiophen-2-yl)acetamide